2-[1-(1-methyl-3-azetidinyl)-6-indolinylamino]-4-(3-quinolylamino)pyrimidine CN1CC(C1)N1CCC2=CC=C(C=C12)NC1=NC=CC(=N1)NC=1C=NC2=CC=CC=C2C1